FC1=C(C(=CC=C1)F)C=1C=CC=C2C(=NC(=NC12)NC=1C=NC(=CC1)N1CCOCC1)N 8-(2,6-difluorophenyl)-N2-(6-morpholinylpyridin-3-yl)quinazoline-2,4-diamine